10,13-Octadecadienoic acid methyl ester COC(CCCCCCCCC=CCC=CCCCC)=O